C1=C(C=CC2=CC=CC=C12)C=1C=C2C=CC(=C(C2=CC1)C1=C(C=CC2=CC(=CC=C12)C1=CC2=CC=CC=C2C=C1)OC1=CC(=C(C=C1)CO)C1=CC=CC2=CC=CC=C12)OC1=CC(=C(C=C1)CO)C1=CC=CC2=CC=CC=C12 [(6,6'-bis(naphthalen-2-yl)[1,1'-binaphthalene]-2,2'-diyl)bis{oxy[2-(naphthalen-1-yl)-4,1-phenylene]}]dimethanol